3-(4-methyl-3-nitrophenyl)-2-(4-(4-methylpiperazin-1-yl)phenyl)-1H-pyrrolo[2,3-b]pyridine-5-carboxylic acid CC1=C(C=C(C=C1)C1=C(NC2=NC=C(C=C21)C(=O)O)C2=CC=C(C=C2)N2CCN(CC2)C)[N+](=O)[O-]